BrC=1C=C2C(=NC1)C1=C(N2C(C2CCOCC2)C2=CC=CC=C2)C(=NN1C)CBr 6-bromo-3-(bromomethyl)-1-methyl-4-(phenyl-(tetrahydro-2H-pyran-4-yl)methyl)-1,4-dihydropyrazolo[3',4':4,5]pyrrolo[3,2-b]pyridine